N(=[N+]=[N-])C1CC(C1)(CO)CO (3-azidocyclobutane-1,1-diyl)dimethanol